N1=CC=C(C=C1)CC1=NN=C(C2=CC=CC=C12)N 4-pyridylmethyl-1-phthalazinamine